C(C=C)(=O)OCCCCOC(C1C(C(=O)[O-])CCCC1)=O acryloyloxybutylhexahydrophthalate